CN\C=N\C=1C2=C(N=CN1)NC=C2C=2C=NC(=NC2)C(F)(F)F (E)-N-methyl-N'-(5-(2-(trifluoromethyl)pyrimidin-5-yl)-7H-pyrrolo[2,3-d]pyrimidin-4-yl)formimidamide